3-(2-chloropyrimidin-4-yl)tetrahydrofuran-3-ol uridine-3'-phosphorothioate P(O)(O)(=S)O[C@H]1[C@H]([C@@H](O[C@@H]1CO)N1C(=O)NC(=O)C=C1)O.ClC1=NC=CC(=N1)C1(COCC1)O